C1=C(C=CC=2SC3=CC=CC=C3NC12)C(C)S(=O)(=O)N1CCC(CC1)O 1-((1-(10H-phenothiazin-2-yl)ethyl)sulfonyl)-4-piperidinol